3-iodo-2-[2-(pyridazin-4-yl)pyrimidin-4-yl]-1H,5H,6H,7H-pyrrolo[3,2-c]Pyridin-4-one IC1=C(NC2=C1C(NCC2)=O)C2=NC(=NC=C2)C2=CN=NC=C2